3-methacryloxypropyltrimethoxysilane (acrylate) C(C=C)(=O)O.C(C(=C)C)(=O)OCCC[Si](OC)(OC)OC